butylpyrrolidine bistrifluoromethanesulfonimide salt [N-](S(=O)(=O)C(F)(F)F)S(=O)(=O)C(F)(F)F.C(CCC)N1CCCC1